OCCCC=1C(=C(C(=O)[O-])C=CC1)CC hydroxypropylethylbenzoate